C(C)(=O)ON=C(C)C=1C=CC=2N(C3=CC=C(C=C3C2C1)C(=O)C=1NC=CC1)CC 1-[9-ethyl-6-(pyrrol-2-ylcarbonyl)-9H-carbazol-3-yl]ethanone 1-(O-acetyloxime)